NC1=NC(=C2N=CN(C2=N1)[C@H]1C[C@H](C1)COP(=O)(OC1=CC=C(C=C1)Cl)N[C@@H](C)C(=O)OCC)OC ethyl (((cis-3-(2-amino-6-methoxy-9H-purin-9-yl)cyclobutyl)methoxy)(4-chlorophenoxy)phosphoryl)-L-alaninate